COC1=C(C=CC=C1OC)C1=NC(=CC2=C1NC1=CC=CC=C21)NC=2C(C(C1=CC=CC=C1C2)=O)=O ((1-(2,3-dimethoxyphenyl)-9H-pyrido[3,4-b]indol-3-yl)amino)naphthalene-1,2-dione